1,5-bis(3-bromo-4,5-dihydroxyphenyl)penta-1,4-dien-3-one BrC=1C=C(C=C(C1O)O)C=CC(C=CC1=CC(=C(C(=C1)O)O)Br)=O